C(#N)C1=C(C=CC(=C1)C(=O)C1=CC=C2C(=CC=CN12)C1=CC2=C(N(C=N2)C)C=C1C(F)(F)F)NC(C=CC1NCCC1)=O N-(2-cyano-4-(8-(1-methyl-6-(trifluoromethyl)-1H-benzo[d]imidazol-5-yl)indolizine-3-carbonyl)phenyl)-3-(pyrrolidin-2-yl)acrylamide